C1(=CC=CC=C1)P(C=CP(C1=CC=CC=C1)C1=CC=CC=C1)C1=CC=CC=C1 1,2-bis(diphenylphosphino)ethylene